O[C@H]1C[C@H](N(CC1)C(C1=C(C=C(C(=C1)OC)O[Si](C(C)C)(C(C)C)C(C)C)[N+](=O)[O-])=O)C(=O)OC methyl (2S,4R)-4-hydroxy-1-(5-methoxy-2-nitro-4-((triisopropylsilyl)oxy)benzoyl)piperidine-2-carboxylate